C(=C)C=1C=C2C=CC(=CC2=CC1)C(C(=O)N)C 2-(6-vinyl-naphthalene-2-yl)propionamide